butanediimidamide C(CCC(N)=N)(N)=N